NCCCN1C(=C(C2=C(C=CC(=C12)C=1C(=NN(C1C)COCC[Si](C)(C)C)C)Cl)CCCOC1=CC(=C(C(=C1)C)Cl)C)C(=O)OCC ethyl 1-(3-aminopropyl)chloro-3-(3-(4-chloro-3,5-dimethylphenoxy)propyl)-7-(3,5-dimethyl-1-((2-(trimethylsilyl)ethoxy)methyl)-1H-pyrazol-4-yl)-1H-indole-2-carboxylate